6-(3-(cyclopropylmethoxy)-4-(difluoromethoxy)phenyl)pyrazine-2-carboxylic acid C1(CC1)COC=1C=C(C=CC1OC(F)F)C1=CN=CC(=N1)C(=O)O